NC1=C(C2=C(S1)CCC21CN(C1)C1=NC(=NC(=N1)OCC1(CC1)C#N)OCC1(CC1)CN1CCOCC1)C#N 2-amino-1'-[4-[(1-cyanocyclopropyl)methoxy]-6-[[1-(morpholinomethyl)cyclopropyl]methoxy]-1,3,5-triazin-2-yl]spiro[5,6-dihydrocyclopenta[b]thiophene-4,3'-azetidine]-3-carbonitrile